(2-fluoro-6-methoxy-3-methylphenyl)-6-methylnicotinic acid FC1=C(C(=CC=C1C)OC)C1=C(C(=O)O)C=CC(=N1)C